C(C)O[C@H]1CC[C@@H](C2=CC=CC=C12)N (1S,4S)-4-ethoxy-1,2,3,4-tetrahydro-1-naphthylamine